CC(CC(C=1N=NNN1)NC1=NC2=CC=CC=C2C=C1)C [3-methyl-1-(2H-tetraazol-5-yl)butyl]-2-quinolylamine